4-Methylene-3-[4-(1-piperidinylsulfonyl)benzyl]-3,4-dihydro-2(1H)-quinazolinone C=C1N(C(NC2=CC=CC=C12)=O)CC1=CC=C(C=C1)S(=O)(=O)N1CCCCC1